FC(C1(CC1)N1C(=NC2=C1C=C(C=C2)B2OC(C(O2)(C)C)(C)C)OC)F 1-(1-(difluoromethyl)cyclopropyl)-2-methoxy-6-(4,4,5,5-tetramethyl-1,3,2-dioxaborolan-2-yl)-1H-benzo[d]imidazole